1-methyl-4-(hexoxymethyl)benzene CC1=CC=C(C=C1)COCCCCCC